C(C)(C)(C)OC(=O)N(C(OC(C)(C)C)=O)C1=NC(=C(C=C1F)O)F tert-butyl (tert-butoxycarbonyl)(3,6-difluoro-5-hydroxypyridin-2-yl)carbamate